NC1=C(C=2COCC2C(=C1F)Cl)C(=O)O 5-amino-7-chloro-6-fluoro-1,3-Dihydroisobenzofuran-4-carboxylic acid